2-nonylpyridin-4-ol C(CCCCCCCC)C1=NC=CC(=C1)O